ClC1=C(C(=CC(=C1)Cl)[Se]C1=CC=CC=C1)CC(C(=O)OCC)NC(C1=NC=CC=C1)=O Ethyl 3-(2,4-dichloro-6-(phenylselanyl)phenyl)-2-(picolinamido)propanoate